C(C)(C)(C)OC(NC1=CC(=CC=C1)OC1=C(C=C(C=C1)N)Cl)=O (3-(4-amino-2-chlorophenoxy)phenyl)carbamic acid tert-butyl ester